1-imidazo[1,2-a]pyridin-2-yl-3-(2-phenylethyl)-4-prop-2-enoyl-piperazin-2-one N=1C(=CN2C1C=CC=C2)N2C(C(N(CC2)C(C=C)=O)CCC2=CC=CC=C2)=O